C(C)(C)(C)C1=CC2=C(OP(OC3=C2C=C(C=C3C(C)(C)C)C(C)(C)C)OCCN(CCOP3OC2=C(C4=C(O3)C(=CC(=C4)C(C)(C)C)C(C)(C)C)C=C(C=C2C(C)(C)C)C(C)(C)C)CCOP2OC4=C(C3=C(O2)C(=CC(=C3)C(C)(C)C)C(C)(C)C)C=C(C=C4C(C)(C)C)C(C)(C)C)C(=C1)C(C)(C)C tris[2-[[2,4,8,10-tetra-t-butyldibenzo[d,f][1,3,2]dioxaphosphepin-6-yl]oxy]ethyl]amine